ethyl 3-[5-[2-[2-fluoro-5-[6-fluoro-4-methylsulfonyl-1-(p-tolylsulfonyl)indol-5-yl]oxy-phenyl]-4,5,6,7-tetrahydro-1H-imidazo[4,5-c]pyridin-4-yl]-2-thienyl]propanoate FC1=C(C=C(C=C1)OC=1C(=C2C=CN(C2=CC1F)S(=O)(=O)C1=CC=C(C=C1)C)S(=O)(=O)C)C=1NC2=C(C(NCC2)C2=CC=C(S2)CCC(=O)OCC)N1